C(C1=CC=CC=C1)OC1=CC=C(C=C1)C1=C(C=CC(=N1)C(=O)O)F 6-(4-(benzyloxy)phenyl)-5-fluoropyridinecarboxylic acid